1-(3-hydroxyphenyl) propylene dimethyl 2,2'-azobis(isobutyrate) N(=NC(C(=O)OC)(C)C)C(C(=O)OC)(C)C.OC=1C=C(C=CC1)C=CC